C(C)(C)(C)OC(=O)N1C(=CC2=CC=C(C=C12)NC(=O)OC(C)(C)C)CNC(=O)C1(CC1)C.C1N(C=CC2=CC=CC=C12)C=1C=CC=CC1 5-(2-isoquinolinyl)benzene tert-butyl-6-((tert-butoxycarbonyl)amino)-2-((1-methylcyclopropanecarboxamido)methyl)-1H-indole-1-carboxylate